Tert-butyl (1R,5S,6s)-6-((2-(methoxycarbonyl)-6-methylpyridin-4-yl)ethynyl)-3-azabicyclo[3.1.0]hexane-3-carboxylate COC(=O)C1=NC(=CC(=C1)C#CC1[C@@H]2CN(C[C@H]12)C(=O)OC(C)(C)C)C